N-(1-(2,4-bis(trifluoromethyl)benzyl)-5-methyl-1H-pyrazol-4-yl)-3-(furan-2-yl)acryl-amide FC(C1=C(CN2N=CC(=C2C)NC(C=CC=2OC=CC2)=O)C=CC(=C1)C(F)(F)F)(F)F